tert-butyl 6-[2-[4-[(10S)-4-(2-hydroxyphenyl)-1,5,6,8,12-pentazatricyclo[8.4.0.02,7]tetradeca-2,4,6-trien-12-yl]-1-piperidyl]pyrimidin-5-yl]-2-azaspiro[3.3]heptane-2-carboxylate OC1=C(C=CC=C1)C=1C=C2N3CCN(C[C@@H]3CNC2=NN1)C1CCN(CC1)C1=NC=C(C=N1)C1CC2(CN(C2)C(=O)OC(C)(C)C)C1